N[C@]1(CN(CC1)C1=C(C(=C(C=2CCOC21)Cl)Br)CN2C1=NC=NC(=C1N=C2)N)C(=O)NC2CC2 (R)-3-amino-1-(6-((6-amino-9H-purin-9-yl)methyl)-5-bromo-4-chloro-2,3-dihydrobenzofuran-7-yl)-N-cyclopropylpyrrolidine-3-carboxamide